4-bromo-2,6-dichloro-N-[2-(2-hydroxyphenyl)ethyl]benzenesulfonamide BrC1=CC(=C(C(=C1)Cl)S(=O)(=O)NCCC1=C(C=CC=C1)O)Cl